methyl 2-(1-methyl-3-(m-tolyl)ureido)-5-oxo-5H-thieno[3,2-b]pyran-6-carboxylate CN(C(=O)NC=1C=C(C=CC1)C)C1=CC=2OC(C(=CC2S1)C(=O)OC)=O